1,2,5,6-tetrafluorophenol FC1(C(C=CC(=C1F)F)F)O